4-(2,2-difluoroethoxy)-2-nitrophenol FC(COC1=CC(=C(C=C1)O)[N+](=O)[O-])F